N-(tert-Butoxycarbonyl)-S-(oxazolo[4,5-c]pyridin-2-yl)-L-cysteine C(C)(C)(C)OC(=O)N[C@@H](CSC=1OC2=C(C=NC=C2)N1)C(=O)O